C1(=CC=CC=C1)C1OC2=C(C1)C=CC=C2 2-phenyl-2,3-dihydrobenzofuran